5-[4-(tert-butoxycarbonyl)piperazin-1-yl]-2-methylquinoline-8-carboxylic acid methyl ester COC(=O)C=1C=CC(=C2C=CC(=NC12)C)N1CCN(CC1)C(=O)OC(C)(C)C